BrC1=NNC2=C1C=NC(=C2)C(=O)N2CCOCC(C2)O (3-bromo-1H-pyrazolo[4,3-c]pyridin-6-yl)-(6-hydroxy-1,4-oxazepan-4-yl)methanone